N-(3,5-ditertiarybutylphenyl)-N-(3',5'-ditertiarybutyl-1,1'-biphenyl-4-yl)-9,9-dimethyl-9H-fluoren-2-amine C(C)(C)(C)C=1C=C(C=C(C1)C(C)(C)C)N(C1=CC=2C(C3=CC=CC=C3C2C=C1)(C)C)C1=CC=C(C=C1)C1=CC(=CC(=C1)C(C)(C)C)C(C)(C)C